methyl 2-(2-aminopyrimidin-5-yl)-2-methylpropanoate NC1=NC=C(C=N1)C(C(=O)OC)(C)C